11-bromo-5,6-dihydro-7H-benzo[c]xanthen-7-one BrC=1C=2OC=3C4=C(CCC3C(C2C=CC1)=O)C=CC=C4